2,5-diMethyl-2,5-di(t-butylperoxy)-hexane CC(C)(CCC(C)(OOC(C)(C)C)C)OOC(C)(C)C